F[B-](F)(F)F.COC1=CC=C(C=C1)C1OC(=CC(=C1)C1=CC=C(C=C1)OC)C1=CC=C(C=C1)OC 2,4,6-tris(4-methoxyphenyl)pyran tetrafluoroborate